C1(CC1)N1N=NC(=C1)C(=O)NC1CN(C1)C(C)C1=CC=C(C=C1)COC1=CC=CC=C1 1-cyclopropyl-N-(1-(1-(4-(phenoxymethyl)phenyl)ethyl)azetidin-3-yl)-1H-1,2,3-triazole-4-carboxamide